COC(=O)C1C2CCC(C1NC1=NC(=NC=C1F)Cl)CC2 (cis)-3-((2-chloro-5-fluoropyrimidin-4-yl)amino)bicyclo[2.2.2]Octane-2-carboxylic acid methyl ester